ClC=1C=C(C=CC1OCC=C)CC(=O)O 3-Chloro-4-(2-propenyloxy)benzeneacetic acid